4-(Aminomethyl)-6-(trifluoromethyl)-2-(phenoxy)pyridine NCC1=CC(=NC(=C1)C(F)(F)F)OC1=CC=CC=C1